CC1=CC(=NC(=C1[N+](=O)[O-])C)/N=C/NO (E)-N'-(4,6-dimethyl-5-nitropyridin-2-yl)-N-hydroxyformamidine